N-((1r,4r)-4-(3-chloro-4-cyanophenoxy)cyclohexyl)-6-(4-(4-(4-(2,4-dioxotetrahydropyrimidin-1(2H)-yl)benzyl)piperazin-1-yl)piperidin-1-yl)pyridazine-3-carboxamide ClC=1C=C(OC2CCC(CC2)NC(=O)C=2N=NC(=CC2)N2CCC(CC2)N2CCN(CC2)CC2=CC=C(C=C2)N2C(NC(CC2)=O)=O)C=CC1C#N